2-ethyl-4-methyl-thiazole sodium 5-((4'-(3,3-difluorocyclobutyl)-[1,1'-biphenyl]-4-yl)oxy)-1H-1,2,3-triazole-4-carboxylate monohydrate O.FC1(CC(C1)C1=CC=C(C=C1)C1=CC=C(C=C1)OC1=C(N=NN1)C(=O)[O-])F.[Na+].C(C)C=1SC=C(N1)C